CN(C=1C(C2=C(C=CC(=C2C(C1)=O)C)C)=O)C 2-dimethylamino-5,8-dimethyl-1,4-naphthoquinone